1-fluoro-3-(hex-5-en-1-yloxy)benzene FC1=CC(=CC=C1)OCCCCC=C